C(C(C)(C)C)(=O)[NH-] pivaloyl-amide